1-ethyl-3-methylimidazolium triflate salt [O-]S(=O)(=O)C(F)(F)F.C(C)N1C=[N+](C=C1)C